ClC=1C(=NC=C(C1)CN(C)C)C=O 3-chloro-5-((dimethylamino)methyl)pyridinecarbaldehyde